N-({4-amino-1H,3H-furo[3,4-c]quinolin-7-yl}methyl)-6-cyano-N-[2-(trifluoromethyl)pyridin-3-yl]pyridine-3-carboxamide NC1=NC=2C=C(C=CC2C2=C1COC2)CN(C(=O)C=2C=NC(=CC2)C#N)C=2C(=NC=CC2)C(F)(F)F